C(C)N1CCN(CCC1)C(=O)N(CCCCCCC(=O)OCC(CCCCCCCCCCC)CCCCCCCCCCC)C1CC(C1)CC(=O)OCC(CCCCCCCC)CCCCCCCC 2-undecyltridecyl 7-{(4-ethyl-1,4-diazepane-1-carbonyl)[(1r,3r)-3-{2-[(2-octyldecyl)oxy]-2-oxoethyl}cyclobutyl]amino}heptanoate